FC1=C(OC2=CC(=C(C=C2C2=CN(C3=C(N=CC=C32)OC)C)NC(CNC)=O)C)C=CC(=C1)F N-(4-(2,4-difluorophenoxy)-5-(7-methoxy-1-methyl-1H-pyrrolo[2,3-c]pyridin-3-yl)-2-methylphenyl)-2-(methylamino)acetamide